CC1=C(C=C(S1)C(=O)O)C1=NC=C(C=N1)SC 5-methyl-4-[5-(methylsulfanyl)pyrimidin-2-yl]thiophene-2-carboxylic acid